OC=1C=C2C(=CNC2=CC1)CCNC(CC1N(C(CC1)=O)CC1=CC=C(C=C1)C)=O N-[2-(5-hydroxy-1H-indol-3-yl)ethyl]-2-[1-[(4-methylphenyl)methyl]-5-oxopyrrolidin-2-yl]acetamide